FC=1C=C(C#N)C=C(C1)OC1=C2C=3C(CC(C3C=C1)F)(C(C2)(F)F)O 3-fluoro-5-((1,3,3-trifluoro-2a-hydroxy-2,2a,3,4-tetrahydro-1H-cyclopenta[cd]inden-5-yl)oxy)benzonitrile